C1(CCC1)OC=1SC=C(N1)C1=CC(=C(C(=C1)F)N1CC(CC1)CC(=O)O)F {1-[4-(2-cyclobutoxy-thiazol-4-yl)-2,6-difluoro-phenyl]-pyrrolidin-3-yl}-acetic acid